tert-butyl 3-(5-fluoro-4-{1-[4-(trifluoromethoxy) benzoyl] piperidin-4-yl}-1H-pyrrolo[2,3-b]pyridin-2-yl)-2,5-dihydropyrrole-1-carboxylate FC=1C(=C2C(=NC1)NC(=C2)C=2CN(CC2)C(=O)OC(C)(C)C)C2CCN(CC2)C(C2=CC=C(C=C2)OC(F)(F)F)=O